(S)-diphenyl-(1-(3-trifluoromethylphenyl)ethyl)silane C1(=CC=CC=C1)[SiH]([C@@H](C)C1=CC(=CC=C1)C(F)(F)F)C1=CC=CC=C1